C(C1=CC=CC=C1)OC[C@@H](CSC(C1=CC=CC=C1)(C1=CC=CC=C1)C1=CC=CC=C1)OC1=CC=C(C=C1)F (S)-(3-(benzyloxy)-2-(4-fluorophenoxy)propyl)(trityl)sulfane